COC(C1=CC(=C(C(=C1)NC[C@H]1OCC1)[N+](=O)[O-])Br)=O.OC=1C=C2C=CNC2=CC1 5-hydroxyl-indole methyl-(S)-3-bromo-4-nitro-5-((oxetan-2-ylmethyl)amino)benzoate